4-((S)-4-Acryloyl-3-(cyanomethyl)piperazin-1-yl)-7-(2-amino-7-fluorobenzo[d]thiazole-4-yl)-6-chloro-8-fluoro-2-hydroxyquinoline-3-carbonitrile C(C=C)(=O)N1[C@H](CN(CC1)C1=C(C(=NC2=C(C(=C(C=C12)Cl)C1=CC=C(C2=C1N=C(S2)N)F)F)O)C#N)CC#N